isopropyl 2-((S)-1-chloroethyl)-1-(((S)-oxetan-2-yl) methyl)-3H-imidazo[4,5-b]pyridine-5-carboxylate Cl[C@@H](C)C1N(C=2C(=NC(=CC2)C(=O)OC(C)C)N1)C[C@H]1OCC1